1-benzyl-N-[rac-(6S)-4-methyl-5-oxo-2-[rac-(1R)-2,2-difluorocyclopropyl]-7,8-dihydro-6H-pyrazolo[1,5-a][1,3]diazepin-6-yl]-1,2,4-triazole-3-carboxamide C(C1=CC=CC=C1)N1N=C(N=C1)C(=O)N[C@@H]1C(N(C=2N(CC1)N=C(C2)[C@@H]2C(C2)(F)F)C)=O |r|